N[C@@H]1[C@@H](C1)NC(=O)C1(CCN(CC1)C1=C(C=C(C=C1)C(F)(F)F)C#N)C=1C=NC(=CC1)C=1N(C=CC1)C |r| rac-N-[(1r,2s)-2-aminocyclopropyl]-1-[2-cyano-4-(trifluoromethyl)phenyl]-4-[6-(1-methyl-1H-pyrrol-2-yl)pyridin-3-yl]piperidine-4-carboxamide